methyl 7-[4-(tert-butoxy carbonyl) piperazin-1-yl]-1-methyl-1,2,3-benzotriazole-4-carboxylate C(C)(C)(C)OC(=O)N1CCN(CC1)C1=CC=C(C2=C1N(N=N2)C)C(=O)OC